5-[4-amino-5-(trifluoromethyl)pyrrolo[2,1-f][1,2,4]triazin-7-yl]-2-fluoro-N-[(3R,4S)-4-fluoro-1-(3-methylbutanoyl)pyrrolidin-3-yl]-4-methylbenzamide NC1=NC=NN2C1=C(C=C2C=2C(=CC(=C(C(=O)N[C@@H]1CN(C[C@@H]1F)C(CC(C)C)=O)C2)F)C)C(F)(F)F